1-(((S)-oxetan-2-yl)methyl)-1H-benzo[d]imidazole-6-carboxylate O1[C@@H](CC1)CN1C=NC2=C1C=C(C=C2)C(=O)[O-]